Methyl (2S)-2-benzyloxycarbonylamino-6-[tert-butoxycarbonyl(2-naphthylmethyl)amino]hexanoate C(C1=CC=CC=C1)OC(=O)N[C@H](C(=O)OC)CCCCN(CC1=CC2=CC=CC=C2C=C1)C(=O)OC(C)(C)C